C(C)(C)(C)OC(=O)NCC[C@@H](N1C(C2=CC=CC=C2C1=O)=O)C=1C=C(C(=O)OCC)C=CC1 |r| 1-(±)-Ethyl 3-[3-(tert-butoxycarbonylamino)-1-(1,3-dioxoisoindolin-2-yl)propyl]benzoate